BrC1=CC=C(C=C1)C1=CC=C(C=C1)C1CC(C2=CC=CC=C2C1)C=1C(OC2=CC=CC=C2C1O)=O 3-[3-(4'-bromobiphenyl-4-yl)-1,2,3,4-tetrahydronaphthalen-1-yl]-4-hydroxycoumarin